[Na+].[Na+].OCCP([O-])([O-])=O hydroxyethyl-phosphonic acid disodium salt